C1(CC1)C1=C(C=C(C=C1)C(NC(=O)C1N(CC(C1)F)C(CC=1OC(=NN1)C(F)(F)F)=O)C1=CC=CC=C1)F N-[(4-cyclopropyl-3-fluorophenyl)(phenyl)methyl]-4-fluoro-1-{2-[5-(trifluoromethyl)-1,3,4-oxadiazol-2-yl]acetyl}pyrrolidine-2-carboxamide